[Ir+3].C(C)(C)C1=C(C(=CC=C1)C(C)C)N1C(=NC=C1)C1=CC=CC=C1 [1-(2,6-Diisopropylphenyl)-2-phenyl-1H-imidazole] Iridium (III)